FC(C(=O)O)(F)F.COC1=CC(=C(C=C1OC)NC(=O)C=1OC2=CC=CC=C2C(C1)=O)C(NC1=CC=C(C=C1)CCNCCC1=CC=CC=C1)=O N-(4,5-Dimethoxy-2-((4-(2-(phenethylamino)ethyl)phenyl)carbamoyl)phenyl)-4-oxo-4H-chromene-2-carboxamide trifluoroacetate salt